bis(2,4,5-trichloro-6-carbonylpentyloxyphenyl) bis-oxalate C(C(=O)[O-])(=O)OC1=C(C=C(C(=C1OCCCCC=C=O)Cl)Cl)Cl.C(C(=O)[O-])(=O)OC1=C(C=C(C(=C1OCCCCC=C=O)Cl)Cl)Cl